6-[5-(Trifluoromethyl)-1,3-benzoxazol-2-yl]spiro[3.3]heptan-2-amine FC(C=1C=CC2=C(N=C(O2)C2CC3(CC(C3)N)C2)C1)(F)F